CN1N=CC(=C1)NC1=NC=C(C(=N1)NCCCCC)C(=O)N 2-[(1-methyl-1H-pyrazol-4-yl)amino]-4-(n-pentylamino)pyrimidine-5-carboxamide